FC(C1(CCNCC1)O)F 4-(difluoromethyl)-4-hydroxypiperidine